C(C)(C)(C)OC(C1=C(C(=CC=C1)C[C@H](NC(=O)C=1C=C2CNCC2=CC1)B1OC2(C3C(C(CC2O1)C3)(C)C)C)OC)=O tert-butyl-3-((2R)-2-(2,9,9-trimethyl-3,5-dioxa-4-bora-tricyclo[6.1.1.02,6]dec-4-yl)-2-(isoindoline-5-carboxamido)ethyl)-2-methoxybenzoate